C(C)OC(C(C(=O)OCC)Cl)=O chloromalonic acid diethyl ester